phospho-pyridoxal P(=O)(O)(O)OC=1C(=NC=C(C1C=O)CO)C